N-(4-chlorobenzyl)-1-((6-cyclopropylimidazo[1,2-a]pyridin-2-yl)methyl)-1H-pyrazole-4-sulfonamide ClC1=CC=C(CNS(=O)(=O)C=2C=NN(C2)CC=2N=C3N(C=C(C=C3)C3CC3)C2)C=C1